[Si](C)(C)(C(C)(C)C)OCC1=CC=2N(C=C1)N=C(C2C(=O)OCC)C ethyl 5-(((tert-butyldimethylsilyl) oxy) methyl)-2-methylpyrazolo[1,5-a]pyridine-3-carboxylate